NC1CC2CCC(C1)N2C(=O)C2=CC(=C(S2)C2=CC(=C(C=C2)OC)O)C2=CC(=C(C#N)C=C2)F 4-(5-(3-amino-8-azabicyclo[3.2.1]octan-8-carbonyl)-2-(3-hydroxy-4-methoxy-phenyl)thiophen-3-yl)-2-fluorobenzonitrile